[6-[2-[(dimethylamino)methyl]pyrimidin-5-yl]-2-methoxy-3-pyridinyl]-5-methyl-3-phenyl-isoxazole-4-carboxamide CN(C)CC1=NC=C(C=N1)C1=CC=C(C(=N1)OC)NC(=O)C=1C(=NOC1C)C1=CC=CC=C1